Racemic-tert-butyl 3-(2-(1-phenyl-1H-pyrazol-4-yl)-N-propylthiazole-4-carboxamido)pyrrolidine-1-carboxylate C1(=CC=CC=C1)N1N=CC(=C1)C=1SC=C(N1)C(=O)N(CCC)[C@H]1CN(CC1)C(=O)OC(C)(C)C |r|